BrC=1C2=C(N(C(CC1C1=CN=CO1)=O)CC1=CC(=C(C=C1)C)F)C=C(C=C2)Br 5,8-dibromo-1-(3-fluoro-4-methylbenzyl)-4-(oxazol-5-yl)-1,3-dihydro-2H-benzo[b]azepin-2-one